1-phenyl-3-(2-phenylpropan-2-yl)urea C1(=CC=CC=C1)NC(=O)NC(C)(C)C1=CC=CC=C1